2-methyl-2-propanyl (8aS)-6-chloro-5-(5-methyl-1H-indazol-4-yl)-8a,9,11,12-tetrahydropyrazino[2',1':3,4][1,4]oxazepino[5,6,7-de]quinazoline-10(8H)-carboxylate ClC1=C2C3=C(N=CN=C3C=C1C1=C3C=NNC3=CC=C1C)N1[C@H](CO2)CN(CC1)C(=O)OC(C)(C)C